(E)-3-(4-cyanophenyl)-propenyl bromide C(#N)C1=CC=C(C=C1)C/C=C/Br